ethyl (1S,5R)-8-(4-methoxybenzyl)-3,8-diazabicyclo[3.2.1]octane-2-carboxylate COC1=CC=C(CN2[C@@H]3C(NC[C@H]2CC3)C(=O)OCC)C=C1